ClC=1C(=C(C(=O)NC=2C=NC=NC2)C(=CC1C(F)(F)F)OC1=C(C=C(C(=C1)F)F)OC([2H])([2H])[2H])F 5-(3-chloro-6-(4,5-difluoro-2-(methoxy-d3)phenoxy)-2-fluoro-4-(trifluoromethyl)benzoylamino)pyrimidine